BrC=1C=CC=2C(=CC=C3C=CN=CC23)C1 8-bromobenzo[h]isoquinoline